Bis(2-Methacryloyloxy-ethyl)phosphat C(C(=C)C)(=O)OCCOP(=O)(OCCOC(C(=C)C)=O)[O-]